C1=C(C=CC=2C(C3=CC=CC=C3C(C12)=O)=O)C(C)OC(NCCCCCCNC(OC(C)C1=CC=2C(C3=CC=CC=C3C(C2C=C1)=O)=O)=O)=O bis[1-(2-anthraquinonyl)ethyl]1,6-hexanediylbiscarbamate